ClC1=C(C=[N+](C2=CC=C(C=C12)F)[O-])C(=O)OCC ethyl 4-chloro-6-fluoro-1-oxido-quinolin-1-ium-3-carboxylate